2-(2-fluoro-6-((2,4-dimethylphenyl)sulfonyl)phenyl)-1,3-dioxolane FC1=C(C(=CC=C1)S(=O)(=O)C1=C(C=C(C=C1)C)C)C1OCCO1